O=C1NC(C(CC1([2H])NC(=O)C=1SC=C2C1N=C(C=C2)C)([2H])[2H])=O N-(2,6-dioxopiperidin-3-yl-3,5,5-d3)-2-methylthieno[3,4-b]pyridine-7-carboxamide